5-(6-(benzyloxy)-5-cyanopyridin-3-yl)-4-fluoro-2-((3S,5R)-3,4,5-trimethylpiperazin-1-yl)phenyl-6-oxo-4-(trifluoromethyl)-1,6-dihydropyridine-3-carboxamide C(C1=CC=CC=C1)OC1=C(C=C(C=N1)C=1C(=CC(=C(C1)N1C=C(C(=CC1=O)C(F)(F)F)C(=O)N)N1C[C@@H](N([C@@H](C1)C)C)C)F)C#N